BOC=1C(C(=O)O)=CC=C(C1C)C boryldimethyl-salicylic acid